C(#N)C1=C(C=C(C=C1)N1C([C@H]2[C@@]3(C[C@@H]([C@]([C@H]2C1=O)(O3)C)NC(OCC[Si](C)(C)C)=O)C)=O)C(F)(F)F 2-(trimethylsilyl)ethyl ((3aS,4S,5S,7S,7aR)-2-(4-cyano-3-(trifluoromethyl)phenyl)-4,7-dimethyl-1,3-dioxooctahydro-1H-4,7-epoxyisoindol-5-yl)carbamate